FC(C(=O)O)(F)F.C(#N)CC(N1N=CC(=C1)C=1C2=C(N=CN1)NC=C2)C=2C=C(C=CC2)NC(=O)C2=CC=CC1=CC=CC=C21 N-(3-{2-cyano-1-[4-(7H-pyrrolo[2,3-d]pyrimidin-4-yl)-1H-pyrazol-1-yl]ethyl}phenyl)-1-naphthamide trifluoroacetate